C[N+](CCCCCCCCCCCCCCCC)(C)CCCS(=O)(=O)[O-] 3-(N,N-dimethyl-N-hexadecylammonio)-propane-1-sulfonate